Cl.O=C1N(CC2=C(C=CC=C12)C#CC1CCNCC1)C1C(NC(CC1)=O)=O 3-(1-oxo-4-(piperidin-4-ylethynyl)isoindolin-2-yl)piperidine-2,6-dione hydrochloride